1-(4-methoxyphenyl)-2-methyl-2-propylamine hydrochloride Cl.COC1=CC=C(C=C1)CC(C)(C)N